3-amino-3-{[1-(cyclohexylcarbamoyl)ethyl]carbamoyl}propanoic acid NC(CC(=O)O)C(NC(C)C(NC1CCCCC1)=O)=O